3-(2-chloro-5-methylpyridin-4-yl)-5-cyclopropylisoxazole ClC1=NC=C(C(=C1)C1=NOC(=C1)C1CC1)C